ClC=1N=CC=2N(C(C3=C(N(C2N1)CCC)SC(=N3)C)=O)C 6-chloro-2,9-dimethyl-4-propyl-4,9-dihydro-10H-pyrimido[5,4-b]thiazolo[5,4-e][1,4]diazepin-10-one